C(C)OC(=O)C1=CN(C2=C(C(=C(C=C2C1=O)F)F)O)C1CC1 1-cyclopropyl-6,7-difluoro-1,4-dihydro-8-hydroxy-4-oxo-3-quinolinecarboxylic acid ethyl ester